5-methoxy-3-(2-methoxyethyl)benzo[d]thiazol-2(3H)-one COC=1C=CC2=C(N(C(S2)=O)CCOC)C1